Cyanomethyl-(2-{2-chloro-4-fluoro-5-[3-methyl-2,6-dioxo-4-(trifluoromethyl)-3,6-dihydropyrimidin-1(2H)-yl]phenoxy}phenoxy)acetat C(#N)COC(COC1=C(C=CC=C1)OC1=C(C=C(C(=C1)N1C(N(C(=CC1=O)C(F)(F)F)C)=O)F)Cl)=O